(S)-5-((((6-(2,2'-dichloro-3'-(pyrido[3,2-d]pyrimidin-4-ylamino)-[1,1'-biphenyl]-3-yl)-2-methoxypyridin-3-yl)methyl)amino)methyl)pyrrolidin-2-one ClC1=C(C=CC=C1C1=CC=C(C(=N1)OC)CNC[C@@H]1CCC(N1)=O)C1=C(C(=CC=C1)NC=1C2=C(N=CN1)C=CC=N2)Cl